N1=C(C=CC=C1)C1OC2=C(NC1=O)C=CC=C2 2-pyridin-2-yl-2H-1,4-benzoxazin-3(4H)-one